2-amino-5-chloro-3-(difluoromethoxy)benzonitrile NC1=C(C#N)C=C(C=C1OC(F)F)Cl